NC=1N=NC(=CC1N1CC2CCC(C1)N2C2=NC=C(C=N2)C2CCN(CC2)C2CC1(C2)CC(C1)C(=O)O)C1=C(C=CC=C1)O 2-[4-[2-[3-[3-amino-6-(2-hydroxyphenyl)pyridazin-4-yl]-3,8-diazabicyclo[3.2.1]octan-8-yl]pyrimidin-5-yl]-1-piperidyl]-spiro[3.3]heptane-6-carboxylic acid